2-(4-(4-((4-(3-((2-((S)-1-hydroxyethyl)-1H-imidazol-1-yl)methyl)isoxazol-5-yl)phenyl)ethynyl)benzyl)morpholin-2-yl)acetic acid O[C@@H](C)C=1N(C=CN1)CC1=NOC(=C1)C1=CC=C(C=C1)C#CC1=CC=C(CN2CC(OCC2)CC(=O)O)C=C1